4-benzyloxybenzylbenzylchloride triphenyl-phosphate C1(=CC=CC=C1)OP(=O)(OC1=CC=CC=C1)OC1=CC=CC=C1.C(C1=CC=CC=C1)OC1=CC=C(CC(C2=CC=CC=C2)Cl)C=C1